N-(3-nitrobenzyloxy-carbonyl)imidazole [N+](=O)([O-])C=1C=C(COC(=O)N2C=NC=C2)C=CC1